BrC=1C=CC=C2C(C(N(C12)C(=O)OC(C)(C)C)=O)C1=CC=CC=C1 tert-butyl 7-bromo-2-oxo-3-phenylindoline-1-carboxylate